benzo[d]imidazolylpiperidin-3-ol N1=C(NC2=C1C=CC=C2)N2CC(CCC2)O